C(C)OC(=O)C=1N=C2N(C(=CC=C2)N2C=NC(=C2)C2CC2)C1 5-(4-cyclopropyl-1H-imidazol-1-yl)imidazo[1,2-a]pyridine-2-carboxylic acid ethyl ester